5-(3-Chloro-8-((1S,2S)-2-ethylcyclopropyl)imidazo[1,2-b]pyridazin-6-yl)pyrimidine ClC1=CN=C2N1N=C(C=C2[C@@H]2[C@H](C2)CC)C=2C=NC=NC2